4-(1-(2-hydroxy-2-methylpropanoyl)indol-5-yl)benzoic acid OC(C(=O)N1C=CC2=CC(=CC=C12)C1=CC=C(C(=O)O)C=C1)(C)C